2-chloro-4-fluorodichlorotoluene ClC1=C(C(Cl)Cl)C=CC(=C1)F